4-cyclopropyl-5-[8-imino-7-methyl-9-[[4-[1-methyl-4-(trifluoromethyl)imidazol-2-yl]phenyl]methyl]purin-2-yl]-6-methoxy-pyrimidin-2-amine C1(CC1)C1=NC(=NC(=C1C1=NC=C2N(C(N(C2=N1)CC1=CC=C(C=C1)C=1N(C=C(N1)C(F)(F)F)C)=N)C)OC)N